1-(but-3-en-1-yl)-N,N-bis(4-methoxybenzyl)-1H-pyrazole-3-sulphonamide C(CC=C)N1N=C(C=C1)S(=O)(=O)N(CC1=CC=C(C=C1)OC)CC1=CC=C(C=C1)OC